C(C(=C)C)(=O)OCCC Normal propyl methacrylate